NC1=C2C(=NC=N1)N(N=C2C2=CC=C(C=C2)OC2=CC=CC=C2)[C@H]2CN(CCC2)C(C=C)=O 1-[(3R)-3-[4-amino-3-(4-phenoxyphenyl)-1H-pyrazolo[3,4-D]pyrimidine-1-yl]-1-piperidinyl]-2-propen-1-one